NC1=NC(=NC=C1)N1CC(C(CC1)OC)O 1-(4-aminopyrimidin-2-yl)-4-methoxypiperidin-3-ol